C(N)(OC(C(=O)N[C@@H](C[C@H]1C(NCC1)=O)C(C(=O)NCC)O)CC1(CCC1)C)=O (1-(((2S)-4-(ethylamino)-3-hydroxy-4-oxo-1-((S)-2-oxopyrrolidin-3-yl) butan-2-yl) amino)-3-(1-methylcyclobutyl)-1-oxopropan-2-yl) carbamate